N-Phenyl-5-[[(3S)-1-[2-oxo-2-[(2S,4S)-2-cyano-4-fluoro-pyrrolidin-1-yl]ethyl]pyrrolidin-3-yl]amino]chinolin-8-carboxamid C1(=CC=CC=C1)NC(=O)C=1C=CC(=C2C=CC=NC12)N[C@@H]1CN(CC1)CC(N1[C@@H](C[C@@H](C1)F)C#N)=O